[Cl-].C(C)OC(=O)C(C=NC1C(CCCC1)N=CC(C(C)=O)C(=O)OCC)C(C)=O.[Co+2].[Cl-] cobalt N,N'-bis[2-(ethoxycarbonyl)-3-oxobutylidene]-1,2-cyclohexanediamine chloride